ClC(C)(C)C1=CC(=CC(=C1)C(C)(C)C)C(C)(Cl)C 1,3-bis(1-chloro-1-methylethyl)-5-(t-butyl)benzene